5-bromo-2-(1H-pyrazol-1-yl)aniline Tert-butyl-(1-(2-((8-aminoimidazo[1,2-a]pyrazin-3-yl)(hydroxy)methyl)-4-bromophenyl)-3-(methylcarbamoyl)piperidin-3-yl)carbamate C(C)(C)(C)N(C(O)=O)C1(CN(CCC1)C1=C(C=C(C=C1)Br)C(O)C1=CN=C2N1C=CN=C2N)C(NC)=O.BrC=2C=CC(=C(N)C2)N2N=CC=C2